1-(1-(3-Methyl-3-((trimethylsilyl)oxy)butyl-1,1-d2)-5-(trifluoromethyl)-1H-pyrazol-4-yl)-2-(pyrimidin-2-yl)ethan-1-one CC(CC([2H])([2H])N1N=CC(=C1C(F)(F)F)C(CC1=NC=CC=N1)=O)(C)O[Si](C)(C)C